N-ethylbenzotriazole-1-methylamine C(C)NCN1N=NC2=C1C=CC=C2